C(=O)O.C(C)OC1=NC=CC=C1C1=NC(=C(C=C1)OC1CC2(CN(C2)C2=NC=C(C=C2C(F)(F)F)F)C1)C(=O)N[C@H]1CNCC1 (R)-2'-ethoxy-5-((2-(5-fluoro-3-(trifluoromethyl)pyridin-2-yl)-2-azaspiro[3.3]heptan-6-yl)oxy)-N-(pyrrolidin-3-yl)-[2,3'-bipyridine]-6-carboxamide formate